N-(6-(2-Chloro-6-fluorobenzyl)-3-cyano-4,5,6,7-tetrahydrothieno[2,3-c]pyridin-2-yl)-2-(4-sulfamoylphenyl)acetamid ClC1=C(CN2CC3=C(CC2)C(=C(S3)NC(CC3=CC=C(C=C3)S(N)(=O)=O)=O)C#N)C(=CC=C1)F